FC(OC=1C=C(C=CC1)C1=NN(C=2C[C@@H](CCC12)C(=O)NC=1SC(=NN1)C)C1CCOCC1)F (R)-3-(3-(difluoromethoxy)phenyl)-N-(5-methyl-1,3,4-thiadiazol-2-yl)-1-(tetrahydro-2H-pyran-4-yl)-4,5,6,7-tetrahydro-1H-indazole-6-carboxamide